5-((5-(2,3-dichlorophenyl)-2,5-diazabicyclo[2.2.2]octan-2-yl)methyl)-2-(2,4-dioxotetrahydropyrimidine-1(2H)-yl)isoindoline-1,3-dione ClC1=C(C=CC=C1Cl)N1C2CN(C(C1)CC2)CC=2C=C1C(N(C(C1=CC2)=O)N2C(NC(CC2)=O)=O)=O